CCOC(=O)C1(CC[NH+](CC1)C)C2=CC=CC=C2 The molecule is an ammonium ion derivative that is the conjugate acid of pethidine, obtained from the protonation of the piperidine moiety. It is the major microspecies at pH 7.3. It is a conjugate acid of a pethidine.